tert-butyl N-(1-carbamoylcyclopropyl)carbamate C(N)(=O)C1(CC1)NC(OC(C)(C)C)=O